8-bromo-3-(methoxycarbonyl)-6,7-dihydro-5H-benzo[7]annulen BrC=1CCCC2=C(C1)C=CC(=C2)C(=O)OC